Cl.FC1CN(CC1)S(=O)(=O)N 3-fluoropyrrolidine-1-sulfonamide hydrochloride